trimethyln-butylzirconium C[Zr](CCCC)(C)C